BrC1=CC2=C(CCNCC2)C=C1 7-bromo-2,3,4,5-tetrahydro-1H-benzo[d]azepine